C(C=C)N1N=C(C(C(=C1)C1=CC=C(C=C1)F)=O)C(=O)NC1=NC=C(C=C1)OC1=C(C(=NC=C1)N)Cl 1-allyl-N-(5-((2-amino-3-chloropyridin-4-yl)oxy)pyridin-2-yl)-5-(4-fluorophenyl)-4-oxo-1,4-dihydropyridazine-3-carboxamide